N(=NC(C#N)C(C)(C)C)C(C#N)C(C)(C)C azobis(dimethylbutyronitrile)